C(C)(=O)OCC1=NC(=C2C(=N1)N(N=C2)C(C)C)Cl (4-chloro-1-isopropyl-1H-pyrazolo[3,4-d]pyrimidin-6-yl)methyl acetate